BrC1=CC=CC2=C1N=C(S2)NC(OC(C)(C)C)=O tert-Butyl (4-bromobenzo[d]thiazol-2-yl)carbamate